(2S)-2-((2-fluoro-3-methoxy-3-oxopropoxy)methyl)pyrrolidine-1-carboxylic acid tert-butyl ester C(C)(C)(C)OC(=O)N1[C@@H](CCC1)COCC(C(=O)OC)F